dinatrium ethylenediamine tetraacetate C(C)(=O)ON(CCN(OC(C)=O)OC(C)=O)OC(C)=O.[Na].[Na]